ClC=1C(=C(C=C(C1)F)[C@@H]1N(OCC1)C1=CC(=NC=N1)NC=1C(=CC(=C(C1)NC(C=C)=O)N1CCN(CC1)C1CC1)OC)F N-(5-((6-((R)-3-(3-chloro-2,5-difluorophenyl)isoxazolidine-2-yl)pyrimidine-4-yl)amino)-2-(4-cyclopropyl-piperazine-1-yl)-4-methoxyphenyl)acrylamide